(Sulfanediyldibenzene-4,1-diyl)bis(diphenylsulfonium) S(C1=CC=C(C=C1)[S+](C1=CC=CC=C1)C1=CC=CC=C1)C1=CC=C(C=C1)[S+](C1=CC=CC=C1)C1=CC=CC=C1